CN(C1=C2C(=NC=C1C#N)N(C=C2)S(=O)(=O)CC2=CC=CC=C2)C2C[C@@H]1[C@@H](CNC1)C2 4-(methyl-((3aR,5s,6aS)-octahydrocyclopenta[C]pyrrol-5-yl)amino)-1-toluenesulfonyl-1H-pyrrolo[2,3-b]pyridine-5-carbonitrile